4,9-dihydro-3H-pyrazino[1,2-c]pyrimidine-1,6,8-trione C1(NCCN2C(NC(CC21)=O)=O)=O